CC1=CC=NN1C1=CC=C(C=C1)OC(F)(F)F 5-methyl-1-[4-(trifluoromethoxy)phenyl]pyrazol